[2-(aminomethyl)-3,3-difluoro-allyl]-4-[3-fluoro-4-(4-piperazin-1-ylphenyl)phenyl]-1,2,4-triazol-3-one bistrifluoroacetate FC(C(=O)O)(F)F.FC(C(=O)O)(F)F.NCC(CC=1N(C(NN1)=O)C1=CC(=C(C=C1)C1=CC=C(C=C1)N1CCNCC1)F)=C(F)F